2-(3-(allyloxy)prop-1-en-2-yl)-4,4,5,5-tetramethyl-1,3,2-dioxaborolane C(C=C)OCC(=C)B1OC(C(O1)(C)C)(C)C